Furano-indene C1=COC=2C=CC=3C=CCC3C21